1-phenyl-2,4(1H,3H)-quinazolinedione C1(=CC=CC=C1)N1C(NC(C2=CC=CC=C12)=O)=O